Cl.C1(CC1)N1C2=NC(=NC(=C2N=C1C1=CC=NC=C1)N1CCOCC1)N1N=CC(=C1)C1=CC=CC=C1 (9-cyclopropyl-2-(4-phenyl-1H-pyrazol-1-yl)-8-(pyridin-4-yl)-9H-purin-6-yl)morpholine hydrochloride